NC=1C=C(C=CC1OC(F)(F)F)S(=O)(=O)N[C@@H](CN1CCNCC1)C1=CC=C(C=C1)Cl (R)-3-amino-N-(1-(4-chlorophenyl)-2-(piperazin-1-yl)ethyl)-4-(trifluoromethoxy)benzenesulfonamide